ClC1=C2NC=NC2=NC(=N1)N 6-chloro-2-aminopurine